The molecule is a peroxol (hydroperoxide) obtained from (-)-carvone via sequential methylenation and hydroperoxidation. It has a role as an allergen and a hapten. It derives from a (-)-carvone. CC1CC[C@H](CC1(C)OO)C(=C)C